C1=CC(=C(N=C1)N)N pyridinediamine